2,3,4,5-tetrahydrobenzo[b][1,4]thiazepine-1,1-Dioxide S1(C2=C(NCCC1)C=CC=C2)(=O)=O